N,N-dibenzyl-3-bromo-2-(2-(4-methoxybenzyl)-2H-tetrazol-5-yl)-6-((2-(trimethylsilyl)ethyl)sulfonyl)benzenesulfonamide C(C1=CC=CC=C1)N(S(=O)(=O)C1=C(C(=CC=C1S(=O)(=O)CC[Si](C)(C)C)Br)C=1N=NN(N1)CC1=CC=C(C=C1)OC)CC1=CC=CC=C1